FC=1C=C(C=C(C1)F)C1=C2C(=NC=C1)C(=C(S2)C(=O)N[C@H]2CCOC1=C2C=CC=C1)C(C)(C)O 7-(3,5-difluorophenyl)-N-[(4S)-3,4-dihydro-2H-1-benzopyran-4-yl]-3-(2-hydroxypropan-2-yl)thieno[3,2-b]pyridine-2-carboxamide